racemic-o-tolueneglycidyl ether CC=1C(=CC=CC1)C1C(COCC2C(O2)C=2C(C)=CC=CC2)O1